ClC1=CCCCC1 4-chlorocyclohex-3-ene